C(C)(C)NC1=C2C(=NC=C1C(=O)NCCOC)SC(=C2)C2=CN=CS2 4-(Isopropylamino)-N-(2-methoxyethyl)-2-(thiazol-5-yl)thieno[2,3-b]pyridin-5-carboxamid